3,5-dimethoxyphenyl propargyl ether C(C#C)OC1=CC(=CC(=C1)OC)OC